(2R)-2-benzyl-N-(8-fluoro-4-methyl-3-quinolyl)-4,4-dimethyl-pentanamide C(C1=CC=CC=C1)[C@H](C(=O)NC=1C=NC2=C(C=CC=C2C1C)F)CC(C)(C)C